(6-(4-cyano-2-hydroxyphenyl)-5-cyclopropylpyridazin-3-yl)-2-(methylamino)acetamide C(#N)C1=CC(=C(C=C1)C1=C(C=C(N=N1)C(C(=O)N)NC)C1CC1)O